Cis-3-[1-(4-fluoro-3-methyl-phenyl)-5-hydroxy-2-isopropyl-indol-3-yl]-N-methylsulfonyl-cyclobutanecarboxamide FC1=C(C=C(C=C1)N1C(=C(C2=CC(=CC=C12)O)[C@H]1C[C@H](C1)C(=O)NS(=O)(=O)C)C(C)C)C